(1S,2S,3S)-N-[8-amino-6-(4-methylpyridin-3-yl)-2,7-naphthyridin-3-yl]-2-methyl-3-(1-methyl-1H-pyrazol-4-yl)cyclopropane-1-carboxamide NC=1N=C(C=C2C=C(N=CC12)NC(=O)[C@H]1[C@H]([C@@H]1C=1C=NN(C1)C)C)C=1C=NC=CC1C